5-(4,4,5,5-tetramethyl-1,3,2-dioxaborolan-2-yl)benzo[d]oxazol-2(3H)-one CC1(OB(OC1(C)C)C=1C=CC2=C(NC(O2)=O)C1)C